FC=1C=C2C=NN(C2=CC1O)C1=NC=C(C=C1)C1=CC=C(C=C1)O 5-Fluoro-1-(5-(4-hydroxyphenyl)pyridin-2-yl)-1H-indazol-6-ol